Trans-4-[(4-methylpiperazin-1-yl)carbonyl]Cyclohexanecarboxylic acid methyl ester COC(=O)[C@@H]1CC[C@H](CC1)C(=O)N1CCN(CC1)C